ClC1=CC(=NC=C1)C=1N=C(C2=C(N1)NC=C2I)OC (4-Chloropyridin-2-yl)-5-iodo-4-methoxy-7H-pyrrolo[2,3-d]pyrimidine